(S)-3-(3-chloro-4-fluorophenyl)-1-methyl-((1-(pyridin-2-ylmethoxy)isoquinolin-4-yl)methyl)urea ClC=1C=C(C=CC1F)NC(N(C)CC1=CN=C(C2=CC=CC=C12)OCC1=NC=CC=C1)=O